C(CCC)C1=NC=2C(=C(N=NC2N)OC(C)C)N1CC1=CC=C(C=C1)CNCCOCCOC 2-butyl-7-isopropoxy-1-(4-(((2-(2-methoxyethoxy)ethyl)amino)meth-yl)benzyl)-1H-imidazo[4,5-d]pyridazin-4-amine